N1=CC=C(C=C1)C=1N=C(C2=C(N1)C=NC=C2)NCCNC(OC(C)(C)C)=O tert-butyl (2-((2-(pyridin-4-yl)pyrido[3,4-d]pyrimidin-4-yl)amino)ethyl)carbamate